3-(4-((4-((2-fluorophenyl)ethynyl)benzoylamino)methyl)tetrahydro-2H-pyran-4-yl)propionic acid FC1=C(C=CC=C1)C#CC1=CC=C(C(=O)NCC2(CCOCC2)CCC(=O)O)C=C1